ClC=1C(=C(C=CC1)C1=CC=C(C=C1)N1C(CCC1)=O)OC chloro-2-methoxy-4'-(2-oxopyrrolidin-1-yl)-[1,1'-biphenyl]